4-bromo-5,6-difluoro-2,3-dimethyl-1H-indole-7-carbonitrile BrC1=C2C(=C(NC2=C(C(=C1F)F)C#N)C)C